N-(2-dimethylamino-1-ethyl)-2'-(2,3,4,5-tetrafluorophenyl)-6,6'-difluoro-2,4'-biquinoline-4-amide CN(CCNC(=O)C1=CC(=NC2=CC=C(C=C12)F)C1=CC(=NC2=CC=C(C=C12)F)C1=C(C(=C(C(=C1)F)F)F)F)C